FC(CC[C@@H]1N(S(C2=C(N(C1)C1CC(C1)(F)F)C=C(C(=C2)OCC=2C(=NC=CC2)C(=O)O)C(F)(F)F)(=O)=O)C)(C)F (S)-3-(((3-(3,3-difluorobutyl)-5-(3,3-difluorocyclobutyl)-2-methyl-1,1-dioxido-7-(trifluoromethyl)-2,3,4,5-tetrahydrobenzo[f][1,2,5]thiadiazepin-8-yl)oxy)methyl)picolinic acid